2-(cyclohexyldisulfanyl)benzo[d]oxazole C1(CCCCC1)SSC=1OC2=C(N1)C=CC=C2